N-[4-[[3-[[3-(aminomethyl)pyrrolidine-1-carbonyl]amino]cyclobutyl]carbamoyl]-3-chloro-phenyl]-5-[1-(cyanomethyl)-3-(trifluoromethyl)pyrazol-4-yl]-1-methyl-imidazole-2-carboxamide NCC1CN(CC1)C(=O)NC1CC(C1)NC(=O)C1=C(C=C(C=C1)NC(=O)C=1N(C(=CN1)C=1C(=NN(C1)CC#N)C(F)(F)F)C)Cl